2-(3-(4-((2-amino-7H-pyrrolo[2,3-d]pyrimidin-4-yl)oxy)phenyl)ureido)-4-phenyl-N-((R)-1-phenylethyl)butanamide NC=1N=C(C2=C(N1)NC=C2)OC2=CC=C(C=C2)NC(NC(C(=O)N[C@H](C)C2=CC=CC=C2)CCC2=CC=CC=C2)=O